BrC=1C=2N(C=C(C1)OCOC)N=CC2C#C 4-bromo-3-ethynyl-6-(methoxymethoxy)pyrazolo[1,5-a]pyridine